3-Aminotetrahydrofuran-3-carboxylic acid methyl ester hydrochloride Cl.COC(=O)C1(COCC1)N